tert-butyl 3-(4-benzyloxy-3-bromo-4-oxo-butyl)pyrazole-1-carboxylate C(C1=CC=CC=C1)OC(C(CCC1=NN(C=C1)C(=O)OC(C)(C)C)Br)=O